ethyl 6-{1-[(4-fluorobenzene-1-carbonyl)amino]ethyl}-3,4-dihydro-1,5-naphthyridine-1(2H)-carboxylate FC1=CC=C(C=C1)C(=O)NC(C)C=1N=C2CCCN(C2=CC1)C(=O)OCC